C(C1CO1)OCCCCCCCCCCCCCCCCCC octadecyl glycidyl Ether